FC1=C(NC(C=2N1N=C(C2)C(=O)O)=O)C2=C(C1=C(OCCO1)C=C2)F 7-Fluoro-6-(5-fluoro-2,3-dihydro-1,4-benzodioxin-6-yl)-4-oxo-4,5-dihydropyrazolo[1,5-a]pyrazine-2-carboxylic acid